11-acetyl-8-chloro-3,3,11-trimethyl-2,3,4,5,10,11-hexahydro-1H-dibenzo[b,e][1,4]diazepin-1-one C(C)(=O)C1(C2=C(NC3=C(N1)C=C(C=C3)Cl)CC(CC2=O)(C)C)C